C(C)(C)OC1=C(N)C=C(C(=C1)C1CCN(CC1)C)C 2-isopropoxy-5-methyl-4-(1-methyl-piperidin-4-yl)aniline